7-({5,5-dimethyl-8-[(2R)-2-methyl-5-oxopyrrolidin-1-yl]-5H-chromeno[3,4-d]pyrimidin-3-yl}amino)-N-methyl-1H,2H,3H-pyrido[2,3-b][1,4]oxazine-1-carboxamide CC1(OC=2C=C(C=CC2C=2C1=NC(=NC2)NC2=CC1=C(OCCN1C(=O)NC)N=C2)N2[C@@H](CCC2=O)C)C